C(C)(=O)C=1C=NC=CC1 3-Acetyl-pyridine